CN(C)C(=O)C1=C(C=CC=N1)O 3-hydroxy-N,N-dimethylpicolinamide